N[C@H](C(=O)O)[C@H](CCCB(O)O)C(N)=O (2S,3S)-2-amino-6-borono-3-carbamoylhexanoic Acid